F.N(CCO)CCO diethanolamine hydrofluoric acid salt